(8E)-8-ethylidene-4-methoxy-5,6,7,8-tetrahydronaphthalene-1-carboxylate C(/C)=C\1/CCCC=2C(=CC=C(C12)C(=O)[O-])OC